COC(=O)C=1C(=NC(=NC1)Cl)NC1C[C@H]2CC[C@@H](C1)O2 4-(((1R,5S)-8-oxabicyclo[3.2.1]oct-3-yl)amino)-2-chloropyrimidine-5-carboxylic acid methyl ester